C1(=CC=CC=C1)N(C(=O)N1[C@@H]([C@H]2CC[C@@H](C1)N2C(N([C@@H](C)C2=CC=CC=C2)C)=O)C(=O)O)C2=CC=CC=C2 (1R,2S,5S)-3-(diphenylcarbamoyl)-8-(methyl-((S)-1-phenylethyl)carbamoyl)-3,8-diazabicyclo[3.2.1]octane-2-carboxylic acid